(16R)-12-(2,6-Dimethylphenyl)-15-oxa-8λ6-thia-1,9,11,18,22-pentaazatetracyclo[14.4.1.13,7.110,14]tricosa-3,5,7(23),10,12,14(22)-hexaene-2,8,8-trione CC1=C(C(=CC=C1)C)C=1N=C2NS(C=3C=CC=C(C(N4CCNC[C@@H](OC(C1)=N2)C4)=O)C3)(=O)=O